(S)-4-((S)-4-benzyl-2-oxooxazolidin-3-yl)-3-cyclopropyl-4-oxobutanoic acid C(C1=CC=CC=C1)[C@@H]1N(C(OC1)=O)C([C@@H](CC(=O)O)C1CC1)=O